3-methyl-3-ethyl-1-cyclopentyl methacrylate C(C(=C)C)(=O)OC1CC(CC1)(CC)C